N-stearoylethanolamine C(CCCCCCCCCCCCCCCCC)(=O)NCCO